(biphenylyl)(carbazolylbiphenylyl)(dibenzothiophenyl)triazine beryllium (2+) [Be+2].C1(=C(C=CC=C1)C1=C(C(=NN=N1)C1=CC=CC=2SC3=C(C21)C=CC=C3)C3=C(C=CC=C3C3=CC=CC=2C1=CC=CC=C1NC32)C3=CC=CC=C3)C3=CC=CC=C3